FC1([C@H]2C(N[C@@H](C=3C=CC=4C=C(N(CCCCC[C@H]12)C4N3)C3=NC4=C(N3C)C=C(C(=C4)C(=O)OC)F)C)=O)F methyl 2-[(2R,5R,7S)-6,6-difluoro-2-methyl-4-oxo-3,13,19-triazatetracyclo[11.5.2.05,7.016,20]icosa-1(19),14,16(20),17-tetraen-14-yl]-6-fluoro-1-methyl-benzimidazole-5-carboxylate